(4-amino-pyrimidin-2-yl)-N-(3,5-difluoro-phenyl)-N'-isopropyl-[1,3,5]triazine-2,4-diamine NC1=NC(=NC=C1)C1=NC(=NC(=N1)NC1=CC(=CC(=C1)F)F)NC(C)C